β-glycidoxypropylethyl-dimethoxysilane C(C1CO1)OC(C[Si](OC)(OC)CC)C